4-(((3-chloro-1-(1-(cubane-1-carbonyl)piperidin-4-yl)-1H-pyrazol-4-yl)methyl)amino)-2-(2,6-dioxopiperidin-3-yl)isoindoline-1,3-dione ClC1=NN(C=C1CNC1=C2C(N(C(C2=CC=C1)=O)C1C(NC(CC1)=O)=O)=O)C1CCN(CC1)C(=O)C12C3C4C5C3C1C5C24